C(C)(C)(C)OC(NC1=CC2=CC=CC(=C2C=C1)S(N(C)C)(=O)=O)=O (5-(N,N-dimethyl-sulfamoyl)naphthalene-2-yl)carbamic acid tert-butyl ester